N,N'-bis(4-fluorophenyl)-cyclopropane-1,1-dicarboxamide FC1=CC=C(C=C1)NC(=O)C1(CC1)C(=O)NC1=CC=C(C=C1)F